3-((2,5-dichloro-6-(methylamino)pyrimidin-4-yl)amino)propan-1-ol ClC1=NC(=C(C(=N1)NCCCO)Cl)NC